Ethyl (E)-3-(6-cyclopropyl-2-((4-(hydroxymethyl)-1H-1,2,3-triazol-1-yl)methyl)imidazo[1,2-a]pyridin-8-yl)acrylate C1(CC1)C=1C=C(C=2N(C1)C=C(N2)CN2N=NC(=C2)CO)/C=C/C(=O)OCC